N-(6-(2,6-dimethylphenyl)-5-(4-fluoro-3-(3,3,3-trifluoro-2,2-dimethylpropoxy)phenyl)pyrazin-2-yl)benzenesulfonamide CC1=C(C(=CC=C1)C)C1=C(N=CC(=N1)NS(=O)(=O)C1=CC=CC=C1)C1=CC(=C(C=C1)F)OCC(C(F)(F)F)(C)C